3-AZABICYCLO[3.2.1]OCTAN-8-YL CARBAMATE C(N)(OC1C2CNCC1CC2)=O